ClC1=CC=C(C(=N1)C#N)O[C@H](C)C=1C=C(C=C2C(C(=C(OC12)C1=NC(=CC=C1)F)C)=O)C 6-Chloro-3-[(1R)-1-[2-(6-fluoro-2-pyridyl)-3,6-dimethyl-4-oxo-chromen-8-yl]ethoxy]pyridine-2-carbonitrile